CC1=C(C(=O)NC2(CC2)C2=CC=CC3=CC=CC=C23)C=C(C=C1)OCCNS(=O)(=O)C 2-Methyl-5-(2-(methylsulfonamido)ethoxy)-N-(1-(naphthalen-1-yl)cyclopropyl)benzamide